BrC=1C=C(C=CC1)SC(C(=O)O)C 2-((3-bromophenyl)thio)propionic acid